C(C)(C)(C)OC(=O)NC(CC)=O N-t-butoxycarbonyl-propionamide